(E)-2,4-dibromo-6-((quinolin-6-ylimino)methyl)benzene-1,3-diol BrC1=C(C(=CC(=C1O)Br)/C=N/C=1C=C2C=CC=NC2=CC1)O